N6-(((9H-fluoren-9-yl)methoxy)carbonyl)-N2-(tert-butoxycarbonyl)-L-lysine C1=CC=CC=2C3=CC=CC=C3C(C12)COC(=O)NCCCC[C@H](NC(=O)OC(C)(C)C)C(=O)O